1-(3-(2,4-Difluoro-3-hydroxy-5-(trifluoromethyl)phenyl)-1-methyl-1H-pyrazolo[3,4-d]pyrimidin-6-yl)-4-(morpholinomethyl)piperidin-4-ol FC1=C(C=C(C(=C1O)F)C(F)(F)F)C1=NN(C2=NC(=NC=C21)N2CCC(CC2)(O)CN2CCOCC2)C